BrC=1C=2N(C(=NC1C)N1CCC3(CC1)[C@@H](C=1C(=NC=CC1)C3)N[S@](=O)C(C)(C)C)CCN2 (R)-N-((S)-1'-(8-bromo-7-methyl-2,3-dihydroimidazo[1,2-c]pyrimidin-5-yl)-5,7-dihydrospiro[cyclopenta[b]pyridine-6,4'-piperidin]-5-yl)-2-methylpropane-2-sulfinamide